N1C=C(C2=CC=C3C(=C12)C=CC=C3)C(=O)[O-] Benzo(g)-indol-3-carboxylat